CC1=C(C(=O)NC=2C=NC(=NC2)NC2=CC(=CC=C2)NC(CNC(C=C)=O)=O)C=C(C=C1)NC(C1=CC(=CC=C1)C(F)(F)F)=O 2-methyl-N-[2-({3-[2-(prop-2-enamido)acetamido]phenyl}amino)pyrimidin-5-yl]-5-[3-(trifluoromethyl)benzamido]benzamide